(5R)-9,9-dimethyl-8-oxo-2-[6-(trifluoromethyl)pyridine-2-carbonyl]-2-azaspiro[4.5]dec-6-ene-7-carbonitrile CC1(C(C(=C[C@]2(CCN(C2)C(=O)C2=NC(=CC=C2)C(F)(F)F)C1)C#N)=O)C